2-(3-(1-(tert-butyl)-5-((4-fluoro-2-(4-methoxybenzyl)-1,1-dioxido-2,3-dihydrobenzo[d]isothiazol-5-yl)amino)-1H-pyrazol-3-yl)cyclopentyl)pyridazin-3(2H)-one C(C)(C)(C)N1N=C(C=C1NC=1C=CC2=C(CN(S2(=O)=O)CC2=CC=C(C=C2)OC)C1F)C1CC(CC1)N1N=CC=CC1=O